N1=CN=CC2=CC=CC(=C12)NC(OC(C)(C)C)=O tert-butyl quinazolin-8-ylcarbamate